C(C)OC(=O)C1=NN(C=C1C=COCC)CC1=C(C=CC=C1)F ethyl-4-(2-ethoxyvinyl)-1-(2-fluorobenzyl)-1H-pyrazole-3-carboxylate